2,6-DIMETHYL-5-HEPTENAL CC(C=O)CCC=C(C)C